2-PYRAZINECARBOXYLIC ACID N1=C(C=NC=C1)C(=O)O